ClC1=C(N)C=CC=C1SC1=NC=C(C=N1)I 2-chloro-3-((5-iodopyrimidin-2-yl)mercapto)aniline